C(CO[C@H]1[C@@H]([C@H]([C@@H]([C@H](O1)CO)O[C@H]2[C@@H]([C@H]([C@@H]([C@H](O2)C(=O)O)O)O[C@H]3[C@@H]([C@H]([C@@H]([C@H](O3)CO)O[C@H]4[C@@H]([C@H]([C@@H]([C@H](O4)C(=O)O)O)O)O)O)O)O)O)O)N=[N+]=[N-] The molecule is a beta-D-glucoside that is the 2-azidoethyl glycoside of a tetrasaccharide (Streptococcus pneumoniae serotype 3 tetrasaccharide) consisting of two beta-D-glucuronosyl-(1->4)-beta-D-glucosyl disaccharide units linked (1->3). It has a role as an antigen. It is a beta-D-glucoside, a tetrasaccharide derivative and an azide.